C(#N)C=1C=C(C=CC1F)NC(=O)[C@@H]1CN(CC1)C(=O)C=1NC(=CC1)C1=CC=NC=C1 (S)-N-(3-cyano-4-fluorophenyl)-1-(5-(pyridin-4-yl)-1H-pyrrole-2-carbonyl)pyrrolidine-3-carboxamide